C(C)N(CC(C)(C)C=1C=CC=2N(C1)N=CC2C2=CC(=C(C(=O)N[C@H]1[C@H](C1)F)C(=C2)OC)OC(F)F)CC 4-[6-[2-(diethylamino)-1,1-dimethyl-ethyl]pyrazolo[1,5-a]pyridin-3-yl]-2-(difluoromethoxy)-N-[(1R,2S)-2-fluorocyclopropyl]-6-methoxy-benzamide